C[C@](C(=O)[O-])(N1CC2=C(CC1)SC=C2)C2=C(C=CC=C2)Cl (S)-Methyl-(2-chlorophenyl)-2-(6,7-dihydro-4H-thieno[3,2-c]pyridin-5-yl)acetate